ClC1=C(C(=CC=2N1C=NC2C=2SC(=NN2)C(F)F)S(=O)(=O)NC2(CC2)C#N)F 5-chloro-N-(1-cyanocyclopropyl)-1-(5-(difluoromethyl)-1,3,4-thiadiazol-2-yl)-6-fluoroimidazo[1,5-a]pyridine-7-sulfonamide